BrC1=CN=C2C(N(C(=NN21)C=2C=NN(C2)C(C)C2=CC=CC=C2)C(C)C)=O 7-Bromo-3-isopropyl-2-(1-(1-phenylethyl)-1H-pyrazol-4-yl)imidazo[2,1-f][1,2,4]triazin-4(3H)-one